ClC1=CC=C(S1)CNC1=CC(=NN1C(=O)C1(CCOCC1)C)C1(C(NCCC1)=O)C 3-(5-{[(5-chlorothiophen-2-yl)methyl]amino}-1-(4-methyloxane-4-carbonyl)-1H-pyrazol-3-yl)-3-methylpiperidin-2-one